Ethyl (1-(cyclopropylmethoxy)-4-hydroxy-2-oxo-1,2-dihydroquinoline-3-carbonyl)glycinate C1(CC1)CON1C(C(=C(C2=CC=CC=C12)O)C(=O)NCC(=O)OCC)=O